1-(2-(4-phenyl-1H-imidazol-2-yl)piperidin-1-yl)-2-((trifluoromethyl)thio)ethan C1(=CC=CC=C1)C=1N=C(NC1)C1N(CCCC1)CCSC(F)(F)F